FC(COC1=C(C=CC=C1)N1N=CC=C(C1=O)C(=O)NC=1C=NC(=CC1)C(C)(C)O)F 2-[2-(2,2-difluoroethoxy)phenyl]-N-[6-(2-hydroxypropan-2-yl)pyridin-3-yl]-3-oxo-2,3-dihydropyridazine-4-carboxamide